C(C)S(=O)(=O)C=1C=C(C=NC1C=1N=C2N(C=CC(=C2)I)C1)C(C#N)(C)C 2-[5-ethylsulfonyl-6-[7-iodoimidazo[1,2-a]pyridin-2-yl]-3-pyridinyl]-2-methyl-propionitrile